[C@@H]12N(C[C@@H](NC1)C2)C=2C=CC=1N=CN=C(C1N2)NC2=C(C=C(C(=C2)F)OCC2CC2)F 6-((1S,4S)-2,5-diazabicyclo[2.2.1]heptan-2-yl)-N-(4-(cyclopropylmethoxy)-2,5-difluorophenyl)pyrido[3,2-d]pyrimidin-4-amine